methylamine lead chloride bromide [Pb](Br)Cl.CN